C(CCCCCCCCCCCCCCCCC)N(C(=S)SSC(=S)N(C(C)C)CCCCCCCCCCCCCCCCCC)C(C)C N,N'-di(stearyl)-N,N'-diisopropylthiuram disulfide